OCCCCCC#CC1=CC=C2C(=NN(C2=C1)C)N1C(NC(CC1)=O)=O 1-(6-(7-hydroxyhept-1-yn-1-yl)-1-methyl-1H-indazol-3-yl)dihydropyrimidine-2,4(1H,3H)-dione